2,4,6-trichloropyrimidine-5-carboxylic acid ClC1=NC(=C(C(=N1)Cl)C(=O)O)Cl